benzyl ((αR)-6-((3-carbamoyl-6-methoxypyridin-2-yl)oxy)spiro[3.3]heptan-2-yl)carbamate C(N)(=O)C=1C(=NC(=CC1)OC)OC1CC2(CC(C2)NC(OCC2=CC=CC=C2)=O)C1